1-(2,6-dioxopiperidin-3-yl)-3-methyl-1H-indazole-4-carbaldehyde O=C1NC(CCC1N1N=C(C=2C(=CC=CC12)C=O)C)=O